heptadecan-9-yl 2-(1-(4-(benzyloxy)butyl)-4-(2-oxo-2-((3-pentyloctyl)oxy)ethyl)piperidin-4-yl)acetate C(C1=CC=CC=C1)OCCCCN1CCC(CC1)(CC(OCCC(CCCCC)CCCCC)=O)CC(=O)OC(CCCCCCCC)CCCCCCCC